ClC1=C(C=CC(=C1)F)C1=CNC(C2=CC(=CC=C12)O[C@@H](C(=O)N1C[C@H](CCC1)C(=O)N)C)=O (S)-1-((R)-2-((4-(2-chloro-4-fluorophenyl)-1-oxo-1,2-dihydroisoquinolin-7-yl)oxy)propanoyl)piperidine-3-carboxamide